N1N=CC=2CNC(CCC21)=O 7,8-DIHYDRO-4H-PYRAZOLO[4,3-C]AZEPIN-6-ON